O.OC1=C(C(=O)O)C=CC=C1O 2,3-dihydroxybenzoate hydrate